rac-4-(2-((3aR,5s,6aS)-5-(2-fluoropyridin-3-yl)oxyhexahydrocyclopenta[c]pyrrol-2(1H)-yl)-1-hydroxyethyl)phenol FC1=NC=CC=C1OC1C[C@@H]2[C@@H](CN(C2)CC(O)C2=CC=C(C=C2)O)C1